7,9-dimethoxy-10-tolyl-5,10-dihydro-11H-dibenzo[b,e][1,4]diazepin-11-one COC1=CC2=C(N(C(C3=C(N2)C=CC=C3)=O)C3=C(C=CC=C3)C)C(=C1)OC